C(C)(C)(C)C1OC2=C(C(N3[C@@H]1CNCC3)=O)C(=NC(=C2F)C2=C(C=CC=C2O)F)N2[C@H](CN(CC2)C)C tert-Butyl-(6aR)-1-((S)-2,4-dimethylpiperazin-1-yl)-4-fluoro-3-(2-fluoro-6-hydroxyphenyl)-12-oxo-6a,7,9,10-tetrahydro-6H-pyrazino[2,1-c]pyrido[3,4-f][1,4]oxazepine